(R)-2-(methoxymethyl)-5-(trifluoromethyl)-2,3-dihydro-1H-pyrrolo[2,3-c]pyridine COC[C@H]1CC=2C(=CN=C(C2)C(F)(F)F)N1